tert-butyl (S,E)-6-(2,4-difluorophenoxy)-8-((3-(7-(dimethylamino)-2-((methoxycarbonyl)amino)-7-oxohept-5-enamido)-2-oxopyridin-1(2H)-yl)methyl)-9H-purine-9-carboxylate FC1=C(OC2=C3N=C(N(C3=NC=N2)C(=O)OC(C)(C)C)CN2C(C(=CC=C2)NC([C@H](CC\C=C\C(=O)N(C)C)NC(=O)OC)=O)=O)C=CC(=C1)F